C1C2CC3(CC(CC13)C2)NCCCCCCCNC2=C1C(N(C(=NC1=CC=C2)C(F)(F)F)[C@H]2C(NC(CC2)=O)=O)=O (3R)-3-(5-((7-(((3as,6as)-hexahydro-2,5-methanopentalen-3a(1H)-yl)amino)heptyl)amino)-4-oxo-2-(trifluoromethyl)quinazolin-3(4H)-yl)piperidine-2,6-dione